C1(C(CC=CC1)C(=O)[O-])C(=O)OC1C2C(O2)O1 diepoxypropyl 4-cyclohexene-1,2-dicarboxylate